1-(1-(4-amino-5-methoxy-2-methylphenyl)piperidin-4-yl)-N,N-dimethylazetidin-3-amine NC1=CC(=C(C=C1OC)N1CCC(CC1)N1CC(C1)N(C)C)C